4-(6'-oxo-1'-phenyl-1',6'-dihydro-[2,3'-bipyridyl]-5'-yl)benzonitrile O=C1C(=CC(=CN1C1=CC=CC=C1)C1=NC=CC=C1)C1=CC=C(C#N)C=C1